ClC1=C(C=CC=C1)N1C(SC(=C1C=1C=C(C(=O)NCCCCC2=CC=CC=C2)C=CC1)C)=O 3-(3-(2-chlorophenyl)-5-methyl-4-thiazolinonyl)-N-(4-phenylbutyl)benzamide